[Si](C)(C)(C(C)(C)C)O[C@@H]1C[C@H](N(C1)C(C(C(C)C)C1=CC(=NO1)CO)=O)C(=O)N[C@@H](C)C1=CC=C(C=C1)C1=C(N=CS1)C (2S,4R)-4-[tert-butyl(dimethyl)silyl]oxy-1-[2-[3-(hydroxymethyl)-1,2-oxazol-5-yl]-3-methylbutanoyl]-N-[(1S)-1-[4-(4-methyl-1,3-thiazol-5-yl)phenyl]ethyl]pyrrolidine-2-carboxamide